tert-butyl (2S)-7-hydroxy-2-(hydroxymethyl)-7-methyl-1,4-oxazocane-4-carboxylate OC1(CCN(C[C@H](OC1)CO)C(=O)OC(C)(C)C)C